O[C@@]([C@@H](/C=C/[C@@H]([C@H](C=O)\C(\C)=C\C=C\C(CCC1=CC=C(C=C1)O)(C)O)C)OC(C)=O)(CC[C@H](CC=O)O)C acetic acid [(2s,3s,4e,6r,7r,10r)-7,10-dihydroxy-2-[(2e,4e)-6-hydroxy-8-(4-hydroxyphenyl)-6-methylocta-2,4-dien-2-yl]-3,7-dimethyl-12-oxo-1-oxododec-4-en-6-yl] ester